2-((1s,4s)-2-oxa-5-azabicyclo[2.2.1]heptan-5-yl)-N-(6-(5-methyl-1,3,4-thiadiazol-2-yl)isoquinolin-3-yl)acetamide [C@@H]12OC[C@@H](N(C1)CC(=O)NC=1N=CC3=CC=C(C=C3C1)C=1SC(=NN1)C)C2